C(CCCCCCCCCCC)NCCC(=O)[O-] 3-dodecylaminopropionat